C(C)(C)(C)OC(=O)N1N=C(C2=CC=C(C=C12)[C@@H]1C[C@@]12C(N(C1=CC=C(C=C21)OC)C(=O)OC(C)(C)C)=O)NC=2C(=NN(C2)C)C tert-butyl (1R,2S)-2-[1-(tert-butoxycarbonyl)-3-[(1,3-dimethylpyrazol-4-yl)amino]indazol-6-yl]-5'-methoxy-2'-oxospiro[cyclopropane-1,3'-indole]-1'-carboxylate